NC=1C(=NC=C(N1)N1CCC(CC1)(C)N)SC=1C(=C(C=CC1)NC(=O)C1=C(C=CC=C1)S(=O)(=O)N)Cl ((3-((3-amino-5-(4-amino-4-methylpiperidin-1-yl)pyrazin-2-yl)thio)-2-chlorophenyl)carbamoyl)benzenesulfonamide